C(C=CC=CC=CC=CC=CC=CCCCCCCCCC)(=O)NCCOC(C1=CC=C(C=C1)OC)=O 4-methoxybenzoic acid-(docosahexenamidoethyl) ester